3-isopropoxy-N-(5-((2-(piperidin-1-yl)pyrimidin-5-yl)oxy)thiazol-2-yl)cyclobutane-1-carboxamide C(C)(C)OC1CC(C1)C(=O)NC=1SC(=CN1)OC=1C=NC(=NC1)N1CCCCC1